N-phenethylisobutyramide C(CC1=CC=CC=C1)NC(C(C)C)=O